5-chloro-2-[2-[5-(trifluoromethyl)-3-isoxazolyl]-3-fluorophenoxy]pyrimidine ClC=1C=NC(=NC1)OC1=C(C(=CC=C1)F)C1=NOC(=C1)C(F)(F)F